ethyl 6-chloro-4-(5-oxo-1,4-diazepan-1-yl)nicotinate ClC1=NC=C(C(=O)OCC)C(=C1)N1CCNC(CC1)=O